BrC=1C=C2CN(CC2=CC1OC)C(C[C@@H](C(=O)OC)C)=O methyl (2S)-4-(5-bromo-6-methoxy-isoindolin-2-yl)-2-methyl-4-oxo-butanoate